(R)-3-(3-chloro-4-fluorophenyl)-1-(2-hydroxy-1-(1-oxo-1,2-dihydroisoquinolin-4-yl)ethyl)-3-(3-fluoro-4-methylphenyl)urea ClC=1C=C(C=CC1F)N(C(N[C@@H](CO)C1=CNC(C2=CC=CC=C12)=O)=O)C1=CC(=C(C=C1)C)F